O1CCC(CC1)C=1C=C2C(=CC=NC2=CC1)C(=O)OCCCC Butyl 6-(tetrahydro-2H-pyran-4-yl)quinoline-4-carboxylate